C(C)(C)(C)OC(CCC(C1=NC=CC=N1)=O)=O 4-oxo-4-(pyrimidin-2-yl)butanoic acid tert-butyl ester